Methyl 5-(3-(4-carbamoylphenyl)pyrazolo[1,5-a]pyridine-5-carboxamido)-2-chlorobenzoate C(N)(=O)C1=CC=C(C=C1)C=1C=NN2C1C=C(C=C2)C(=O)NC=2C=CC(=C(C(=O)OC)C2)Cl